monofluoroacrylic acid FC(C(=O)O)=C